C(C)(C)(C)OC(=O)N1C[C@@H](CCCC1)NC1CCCCC1 (R)-3-(cyclohexylamino)azepane-1-carboxylic acid tert-butyl ester